C(CCCCCCC\C=C/CCCCCCCC)(=O)Cl oleoyl Chloride